7-Bromo-2-methyl-1H-benzo[d]imidazole-5-carboxylic acid methyl ester COC(=O)C1=CC2=C(NC(=N2)C)C(=C1)Br